ClC1=NC(=C2N=CN(C2=N1)[C@@H]1O[C@@H]([C@H]([C@H]1O)O)CO)N1CCC(CC1)C1CCCCC1 (2R,3R,4S,5R)-2-[2-chloro-6-(4-cyclohexyl-1-piperidyl)purin-9-yl]-5-(hydroxymethyl)tetrahydrofuran-3,4-diol